CNC(CN1CCN(CCN(CCN(CC1)CC(NC)=O)CC(NC)=O)CC(=O)NCCCCCC(=O)O)=O 6-(2-(4,7,10-tris(2-(methylamino)-2-oxoethyl)-1,4,7,10-tetraazacyclododec-1-yl)acetylamino)hexanoic acid